BrC1=C(C=C2CN3[C@@H](C2=C1)CN(C[C@H]3C)C3=C1C=CC=NC1=C(C=C3)C#N)N[C@@H]3CN(C[C@H]3OC)C(=O)OC(C)(C)C tert-butyl (3R,4R)-3-[[(4R,10bS)-9-bromo-2-(8-cyano-5-quinolyl) 4-methyl-3,4,6,10b-tetrahydro-1H-pyrazino[2,1-a]isoindol-8-yl]amino]-4-methoxy-pyrrolidine-1-carboxylate